N-(2,2-dimethyl-6-morpholino-3H-benzofuran-5-yl)-6-methylpyrazine-2-carboxamide CC1(OC2=C(C1)C=C(C(=C2)N2CCOCC2)NC(=O)C2=NC(=CN=C2)C)C